C(C)(C)(C)OC(=O)N1[C@@H](CN(C[C@@H]1C)CCOC)C (2R,6S)-4-(2-methoxyethyl)-2,6-dimethylpiperazine-1-carboxylic acid tert-butyl ester